ClC=1C=C2CO[C@]3(O[C@@H]([C@H]([C@@H]([C@H]3O)O)O)C)C2=CC1CC=1SC(=C(C1)C)Cl (1S,3'R,4'S,5'S,6'R)-5-chloro-6-((5-chloro-4-methylthiophene-2-yl)methyl)-6'-methyl-3',4',5',6'-tetrahydro-3H-spiro[isobenzofuran-1,2'-pyran]-3',4',5'-triol